CC1NC2=C(C=CC=C2C1)C1=C(C(=C(C1C)C)C)C 2-methyl-7-(2,3,4,5-tetramethyl-1,3-cyclopentadienyl)-indoline